(R)-N-[(E)-[3-bromo-2,6-difluoro-5-(trifluoromethyl)phenyl]methylidene]-2-methylpropane-2-sulfinamide BrC=1C(=C(C(=C(C1)C(F)(F)F)F)\C=N\[S@](=O)C(C)(C)C)F